N-[(2-amino-3-pyridyl)sulfonyl]-6-phenyl-2-[(4S)-2,2,4-trimethylpyrrolidin-1-yl]pyridine NC1=NC=CC=C1S(=O)(=O)N1C(C=CC=C1C1=CC=CC=C1)N1C(C[C@@H](C1)C)(C)C